ClC=1N=CC=C2C1SC(=C2)C2=C(C(=NC(=C2C=2OC(=NN2)C)COC2=CC=C(C=C2)F)CC(C)C)C(=O)N 4-(7-chlorothieno[2,3-c]pyridin-2-yl)-6-{[(4-fluorophenyl)oxy]methyl}-5-(5-methyl-1,3,4-oxadiazol-2-yl)-2-(2-methylpropyl)pyridine-3-carboxamide